N-[2-[(2,3-dihydroxypropyl)(2-hydroxyethyl)amino]ethyl]stearamide OC(CN(CCNC(CCCCCCCCCCCCCCCCC)=O)CCO)CO